(S)-4-(2-amino-7-(N-(1-methylcyclopropyl)sulfamoyl)quinolin-5-yl)-N,N,2-trimethylpiperazine-1-carboxamide NC1=NC2=CC(=CC(=C2C=C1)N1C[C@@H](N(CC1)C(=O)N(C)C)C)S(NC1(CC1)C)(=O)=O